C1(=CC=CC2=CC=CC=C12)C(C)N1CCC(CC1)N(S(=O)(=O)C)CC(=O)N[C@@H](C(=O)NCC#C)C (2R)-2-(2-(N-(1-(1-(naphthalen-1-yl)ethyl)piperidin-4-yl)methylsulfonamido)acetamido)-N-(prop-2-yn-1-yl)propanamide